O1CCN(CC1)C1=CC=C(C=C1)NC1=NC=CC(=N1)C1=CC=C(C(=O)NCC2OCCC2)C=C1 4-(2-(4-morpholinophenyl-amino)pyrimidin-4-yl)-N-((tetrahydrofuran-2-yl)methyl)benzamide